(3S,4R)-6-bromo-3-fluoro-benzopyran-4-ol BrC=1C=CC2=C(C(=C(CO2)F)O)C1